O[C@@](C#CC=1C2=C(C(N(C1)C)=O)NC(=C2C(=O)OCC)C)(C)C2=NOC(=C2)C ethyl 4-[(3R)-3-hydroxy-3-(5-methylisoxazol-3-yl)but-1-ynyl]-2,6-dimethyl-7-oxo-1H-pyrrolo[2,3-c]pyridine-3-carboxylate